NC1=C(C=C(C=N1)C1=CC(=C(C=C1)C(=O)N1C(CNCC1)(C)C)C)OC(C)C1=C(C(=CC=C1Cl)F)Cl (4-{6-amino-5-[1-(2,6-dichloro-3-fluoro-phenyl)-ethoxy]-pyridin-3-yl}-2-methyl-phenyl)-((3r,5s)-dimethyl-piperazin-1-yl)-methanone